4-(2-(5-((2,4-difluorophenyl)sulfonamido)-6-methoxypyridin-3-yl)quinolin-8-yl)piperazine-1-carboxylic acid tertButyl ester C(C)(C)(C)OC(=O)N1CCN(CC1)C=1C=CC=C2C=CC(=NC12)C=1C=NC(=C(C1)NS(=O)(=O)C1=C(C=C(C=C1)F)F)OC